N1N=CC2=CC(=CC=C12)C1=CC=C(C=C1)CCCC(=O)NC=1C=NC=CC1 4-(4-(1H-indazol-5-yl)phenyl)-N-(pyridin-3-yl)butanamide